2-hydroxy-4-methacryloyloxyBenzophenone OC1=C(C(=O)C2=CC=CC=C2)C=CC(=C1)OC(C(=C)C)=O